CN1C(C2=CC(=CC(=C2C=C1C#CC1=CC=CC=C1)C(C)NC1=C(C(=O)OC)C=CC=C1)C)=O methyl 2-((1-(2,7-dimethyl-1-oxo-3-(phenylethynyl)-1,2-dihydroisoquinolin-5-yl)ethyl)amino)benzoate